[3-[5-bromo-1-(oxazolidin-2-yl)pyrazolo[3,4-b]pyridine-3-carbonyl]-2,6-difluorophenyl]propane-1-sulfonamide BrC=1C=C2C(=NC1)N(N=C2C(=O)C=2C(=C(C(=CC2)F)C(CC)S(=O)(=O)N)F)C2OCCN2